ClC1=C(C(=O)O)C=C(C=N1)OC(C)C 2-chloro-5-isopropoxynicotinic acid